(1r,4r)-4-(((6-(3-chloro-4-(2-chloro-3-(5-((isopropylamino)methyl)-6-methoxypyridin-2-yl)phenyl)pyridin-2-yl)-8-methoxy-[1,2,4]triazolo[1,5-a]pyridin-2-yl)methyl)amino)cyclohexan-1-ol ClC=1C(=NC=CC1C1=C(C(=CC=C1)C1=NC(=C(C=C1)CNC(C)C)OC)Cl)C=1C=C(C=2N(C1)N=C(N2)CNC2CCC(CC2)O)OC